1-(4-(propenoxy)-3-bromophenyl)ethan-1-one C(=CC)OC1=C(C=C(C=C1)C(C)=O)Br